1-[(1S,2S)-2-methyl-1-(5-oxo-4H-1,2,4-oxadiazol-3-yl)cyclopropyl]Indole-2-carboxylic acid C[C@@H]1[C@@](C1)(C1=NOC(N1)=O)N1C(=CC2=CC=CC=C12)C(=O)O